COC=1C=C(C=CC1N(C(CC)=O)C)C1=CC=C(C=C1)C(=O)NCC=1C=NC=CC1 3'-methoxy-4'-(N-methylpropionamido)-N-(pyridin-3-ylmethyl)-[1,1'-biphenyl]-4-carboxamide